3-(4-chlorobenzyl)-6-((R)-3-aminopyrrolidin-1-yl)isobenzofuran-1(3H)-one hydrochloride Cl.ClC1=CC=C(CC2OC(C3=CC(=CC=C23)N2C[C@@H](CC2)N)=O)C=C1